α-bromo-acetophenone BrCC(=O)C1=CC=CC=C1